BrC=1C(=C(N(CC2=CC=C(C=C2)OC)CC2=CC=C(C=C2)OC)C=C(C1\C=C\OCC)C)F (E)-3-bromo-4-(2-ethoxyvinyl)-2-fluoro-N,N-bis(4-methoxybenzyl)-5-methylaniline